C(C)OC(=O)C=1C(=NC2=C(C=CC=C2C1O)Br)C(F)(F)F 8-bromo-4-hydroxy-2-(trifluoromethyl)quinoline-3-carboxylic acid ethyl ester